2-pyrimidinyl trifluoromethanesulfonate FC(S(=O)(=O)OC1=NC=CC=N1)(F)F